C(#N)C=1C=C(C=CC1)COC1=C(C=CC(=C1)OCC1=C(C(=CC=C1)C1=CC=CC=C1)C)C=1NC=C(N1)CNC(C)=O N-[[2-[2-[(3-Cyanophenyl)methoxy]-4-[(2-methyl-3-phenyl-phenyl)methoxy]phenyl]-1H-imidazol-4-yl]methyl]acetamide